(1,5-cyclooctadiene) platinum (II) dichloride [Pt](Cl)Cl.C1=CCCC=CCC1